CC1(CNC(C2=CC(=CC=C12)NC1COC1)=O)C 4,4-dimethyl-7-(oxetan-3-ylamino)-3,4-dihydroisoquinolin-1(2H)-one